O=C1C=CC(=NN1)C=1C=C(C(=NC1)N1CCC(CC1)C=O)C(F)(F)F 1-(5-(6-oxo-1,6-dihydropyridazine-3-yl)-3-(trifluoromethyl)pyridin-2-yl)piperidin-4-carboxaldehyde